N-[4-(3-Anilino-5-methyl-4-oxo-4,5-dihydro-1H-pyrrolo[3,2-c]pyridin-2-yl)pyridin-2-yl]-4,4-difluoro-2-(4-fluorophenyl)butanamid N(C1=CC=CC=C1)C1=C(NC2=C1C(N(C=C2)C)=O)C2=CC(=NC=C2)NC(C(CC(F)F)C2=CC=C(C=C2)F)=O